C(#N)C=1C(=CC(=NC1)NC(=O)N1CCCC2=CC(=C(N=C12)C=O)CN(C(=O)[C@@H]1OCCC1)C)N[C@H]1COCC1 N-(5-Cyano-4-(((R)-tetrahydrofuran-3-yl)amino)pyridin-2-yl)-7-formyl-6-(((R)-N-methyltetrahydrofuran-2-carboxamido)methyl)-3,4-dihydro-1,8-naphthyridin-1(2H)-carboxamide